N-(2-chloro-4-fluoro-3-((5-fluoro-3-methyl-4-oxo-3,4-dihydroquinazolin-6-yl)amino)phenyl)-3-fluoroazetidine-1-sulfonamide Trifluoroacetate FC(C(=O)O)(F)F.ClC1=C(C=CC(=C1NC=1C(=C2C(N(C=NC2=CC1)C)=O)F)F)NS(=O)(=O)N1CC(C1)F